4-(cyclobutylamino)-N-(2,6-difluorophenyl)-2-((3-fluoro-4-(4-methylpiperazin-1-yl)phenyl)amino)pyrimidine-5-carboxamide C1(CCC1)NC1=NC(=NC=C1C(=O)NC1=C(C=CC=C1F)F)NC1=CC(=C(C=C1)N1CCN(CC1)C)F